CN1N=NC(=C1NC(O[C@H](C)C=1C(=NC=C(C1)F)Cl)=O)C1=NC=C(C=C1)C(NC=1SC(=CN1)C(F)(F)F)=O (R)-1-(2-chloro-5-fluoropyridin-3-yl)ethyl (1-methyl-4-(5-((5-(trifluoro-methyl)thiazol-2-yl)carbamoyl)-pyridin-2-yl)-1H-1,2,3-triazol-5-yl)carbamate